ClC=1C=C(C=C(C1)C(C[N+](=O)[O-])C[N+](=O)[O-])[C@H]1N(CCOC1)C(=O)OC(C)(C)C tert-butyl (R)-3-(3-chloro-5-(1,3-dinitropropan-2-yl)phenyl)morpholine-4-carboxylate